tert-butyl-3-(2-((N-(tert-butoxycarbonyl)sulfamoyl)(cyclobutyl)amino)ethyl)azetidine-1-carboxylate C(C)(C)(C)OC(=O)N1CC(C1)CCN(C1CCC1)S(NC(=O)OC(C)(C)C)(=O)=O